ClC=1C=C(CN2[C@@H](C(N(CC2=O)C2=NC=C(C=C2F)OC)=O)C2COC2)C=CC1F (R)-4-(3-chloro-4-fluoro-benzyl)-1-(3-fluoro-5-methoxypyridin-2-yl)-3-(oxetan-3-yl)piperazine-2,5-dione